(5RS,7RS)-2-(3-chloro-4-fluorobenzyl)-7-methyl-3-oxo-2,3,5,6,7,8-hexahydro[1,2,4]triazolo[4,3-a]pyridine-5-carboxylic acid ClC=1C=C(CN2N=C3N([C@H](C[C@H](C3)C)C(=O)O)C2=O)C=CC1F |r|